4-(dimethylamino)-N-((5-(2-((6-methoxy-2-methylquinazolin-4-yl)thio)acetyl)thiophen-2-yl)methyl)butanamide CN(CCCC(=O)NCC=1SC(=CC1)C(CSC1=NC(=NC2=CC=C(C=C12)OC)C)=O)C